1,6-bis(trimethoxysilyl)2,5-dimethylhexane CO[Si](CC(CCC(C[Si](OC)(OC)OC)C)C)(OC)OC